3-[1,1-di(methyl)ethyl] O10-methyl 9-oxidanylidene-3-azaspiro[5.5]undecane-3,10-dicarboxylate O=C1CCC2(CCN(CC2)C(=O)OC(C)(C)C)CC1C(=O)OC